3-((2-hexyldecanoyl)oxy)-2-(((4-(4-(2-hydroxyethyl)piperazin-1-yl)butanoyl)-oxy)methyl)propyl nonyl adipate C(CCCCC(=O)OCCCCCCCCC)(=O)OCC(COC(C(CCCCCCCC)CCCCCC)=O)COC(CCCN1CCN(CC1)CCO)=O